5-(tert-Butyl) 1-ethyl 6,6-dimethyl-3-(4-nitrobenzamido)-4,6-dihydropyrrolo[3,4-c]pyrazole-1,5-dicarboxylate CC1(N(CC2=C1N(N=C2NC(C2=CC=C(C=C2)[N+](=O)[O-])=O)C(=O)OCC)C(=O)OC(C)(C)C)C